N-(tert-butoxycarbonyl)-N-((tert-butoxycarbonyl)amino)glycine C(C)(C)(C)OC(=O)N(CC(=O)O)NC(=O)OC(C)(C)C